C(C1=CC=CC=C1)N1C[C@@H](N(C[C@H]1C)C(C(=O)N)=O)C1=CC=C(C=C1)F 2-((2S,5R)-4-benzyl-2-(4-fluorophenyl)-5-methylpiperazin-1-yl)-2-oxoacetamide